ClC1=[N+](C=C(C(=C1)N1C(C2=C(C=C1)N(N=C2)CC2=C(C=CC=C2)F)=O)Cl)[O-] 2,5-dichloro-4-(1-(2-fluorobenzyl)-4-oxo-1,4-dihydro-5H-pyrazolo[4,3-c]pyridin-5-yl)pyridine 1-oxide